8-methyl-3,8-diazabicyclo[3.2.1]octane hydrochloride Cl.CN1C2CNCC1CC2